1-(3-bromophenyl)-3-methyl-N-[(methylcarbamothioyl)amino]cyclobutane-1-carboxamide (S)-quinuclidin-3-yl-(6-(3-(trifluoromethyl)phenyl)-2,3-dihydrobenzofuran-3-yl)carbamate N12CC(C(CC1)CC2)N(C(O)=O)[C@@H]2COC1=C2C=CC(=C1)C1=CC(=CC=C1)C(F)(F)F.BrC=1C=C(C=CC1)C1(CC(C1)C)C(=O)NNC(NC)=S